C1=CC(=CC=2C3=CC(=CC=C3NC12)C=1C(=C(C(=O)O)C=CC1)C=O)C=1C(=C(C(=O)O)C=CC1)C=O (9H-carbazole-3,6-diyl)bis(2-formylbenzoic acid)